N-[(1-Chloro-4-hydroxy-3-isoquinolinyl)carbonyl]glycine ClC1=NC(=C(C2=CC=CC=C12)O)C(=O)NCC(=O)O